CN(C(=O)[C@H]1N(C[C@H](C1)CC(=O)OCC)C(=O)OC(C)(C)C)C tert-butyl (2S,4R)-2-(dimethylcarbamoyl)-4-(2-ethoxy-2-oxoethyl)pyrrolidine-1-carboxylate